Cl.NCC1CN(C1)C(COC1=C(C(=CC=C1C=1N=C(SC1)N1CCOCC1)F)F)=O 1-(3-(aminomethyl)azetidin-1-yl)-2-(2,3-difluoro-6-(2-morpholinothiazol-4-yl)phenoxy)ethan-1-one hydrochloride